COC([C@@H]([C@@H](C1=C(C=CC=C1)F)N[S@](=O)C(C)(C)C)NC1=NC=CC=C1[N+](=O)[O-])=O.COP(=O)(OC)O.CN1CN(C=C1)C 1,3-dimethylimidazole dimethyl-phosphate methyl-(2R,3R)-3-[[(R)-tert-butylsulfinyl]amino]-3-(2-fluorophenyl)-2-[(3-nitro-2-pyridyl)amino]propanoate